n-hexyl-amine hydrobromide Br.C(CCCCC)N